C(O)C(CCOC=CC)(CO)CO Trimethylolpropan-oxypropylen